2-(2-((tetrahydro-2H-pyran-2-yl)oxy)ethoxy)ethan-1-amine O1C(CCCC1)OCCOCCN